5-(4-amino-2,6-dibromophenoxy)-3-isopropylpyridin-2(1H)-one NC1=CC(=C(OC=2C=C(C(NC2)=O)C(C)C)C(=C1)Br)Br